1-[(cyclopropyloxy)methyl]-3,8-diazabicyclo[3.2.1]octane-8-carboxylate C1(CC1)OCC12CNCC(CC1)N2C(=O)[O-]